6-chloro-3-methyl-2-morpholino-quinoline-4-carbonitrile ClC=1C=C2C(=C(C(=NC2=CC1)N1CCOCC1)C)C#N